C(C=1C(=CC=NC1)CC(C)(C)C)([2H])([2H])[2H] 5-(methyl-d3)-4-neopentyl-pyridine